1-(6-(5,6-difluoro-1H-indazol-3-yl)-3,4-dihydro-1,5-naphthyridin-1(2H)-yl)2-hydroxyethan-1-one FC=1C=C2C(=NNC2=CC1F)C=1N=C2CCCN(C2=CC1)C(CO)=O